N-octyl-N-nonyltoluidine C(CCCCCCC)N(C=1C(=CC=CC1)C)CCCCCCCCC